3-(cyclopropylmethyl)-1-[5-[5-[(1R)-1-(3,5-dichloro-4-pyridyl)ethoxy]-1-tetrahydropyran-2-yl-indazol-3-yl]-3-fluoro-2-pyridyl]azetidin-3-amine C1(CC1)CC1(CN(C1)C1=NC=C(C=C1F)C1=NN(C2=CC=C(C=C12)O[C@H](C)C1=C(C=NC=C1Cl)Cl)C1OCCCC1)N